(2-Aminoxy)ethanol O(N)CCO